C[C@@H]1N([C@@H](CC1)C)C(=O)N[C@H](C(=O)O)CCN(CCCCC1=NC=2NCCCC2C=C1)C[C@@H](CF)OC (2S)-2-[[(2S,5R)-2,5-dimethylpyrrolidine-1-carbonyl]amino]-4-[[(2S)-3-fluoro-2-methoxy-propyl]-[4-(5,6,7,8-tetrahydro-1,8-naphthyridin-2-yl)butyl]amino]butanoic acid